5-chloro-4-(6,8-difluoro-2-(((2R,7aS)-2-fluorotetrahydro-1H-pyrrolizin-7a(5H)-yl)-methoxy)-4-((1R,5S)-8-methyl-3,8-diaza-bicyclo[3.2.1]octan-3-yl)quinazolin-7-yl)-naphthalen-2-ol ClC1=C2C(=CC(=CC2=CC=C1)O)C1=C(C=C2C(=NC(=NC2=C1F)OC[C@]12CCCN2C[C@@H](C1)F)N1C[C@H]2CC[C@@H](C1)N2C)F